6-isopropyl-N4,N4-dimethylpyrimidine-4,5-diamine C(C)(C)C1=C(C(=NC=N1)N(C)C)N